β-L-galactosamine O[C@@H]1[C@@H](N)[C@H](O)[C@H](O)[C@@H](O1)CO